FC(C1=NC(=C(C2=C1CN(C2)C(CC2CN(C2)C2=CC(=NC=C2)C(F)F)=O)C)C)F 1-[4-(difluoromethyl)-6,7-dimethyl-1,3-dihydro-2H-pyrrolo[3,4-c]pyridin-2-yl]-2-{1-[2-(difluoromethyl)pyridin-4-yl]azetidin-3-yl}ethanone